5-(4-((4-((4-(4-amino-3-(4-phenoxyphenyl)-1H-pyrazolo[3,4-d]pyrimidin-1-yl)piperidin-1-yl)methyl)piperidin-1-yl)methyl)piperidin-1-yl)-2-(2,6-dioxopiperidin-3-yl)isoindoline-1,3-dione NC1=C2C(=NC=N1)N(N=C2C2=CC=C(C=C2)OC2=CC=CC=C2)C2CCN(CC2)CC2CCN(CC2)CC2CCN(CC2)C=2C=C1C(N(C(C1=CC2)=O)C2C(NC(CC2)=O)=O)=O